N4-cyclohexyl-N6-(2-methoxy-4-morpholinophenyl)-3-(1-methyl-1H-pyrazol-3-yl)-1H-pyrazolo[3,4-d]pyrimidine-4,6-diamine C1(CCCCC1)NC1=C2C(=NC(=N1)NC1=C(C=C(C=C1)N1CCOCC1)OC)NN=C2C2=NN(C=C2)C